ClC1=CC(=C(C(=C1)O)OC(C(C)C)=O)C=NC1=C(C(=CC=C1)Cl)Cl.N1=CC=C(C=C1)NC1=CC=C(C(=O)NC2=CC(=CC=C2)NC2=CC=NC=C2)C=C1 4-(pyridin-4-ylamino)-N-(3-(pyridin-4-ylamino)phenyl)benzamide 4-chloro-2-((2,3-dichloro-phenylimino)meth-yl)-6-hydroxyphenyl-isobutyrate